ClC=1C=CC(=NC1)C1=NOC(=C1CO)C (3-(5-chloro-2-pyridinyl)-5-methyl-isoOxazol-4-yl)methanol